5-Fmoc-Amino-2-carboxymethoxy-10,11-dihydro-5H-dibenzo[a,d]cycloheptene C(=O)(OCC1C2=CC=CC=C2C2=CC=CC=C12)C1C2=C(CCC3=C1C=CC(=C3N)OCC(=O)O)C=CC=C2